1-(3-(3-Isopropyl-2-(8-methoxy-[1,2,4]triazolo[1,5-a]pyridin-6-yl)-1H-indol-5-yl)azetidin-1-yl)-2-(methylamino)ethan-1-on C(C)(C)C1=C(NC2=CC=C(C=C12)C1CN(C1)C(CNC)=O)C=1C=C(C=2N(C1)N=CN2)OC